(S)-2-aminomethyl-1-N-Boc-piperidine CC(C)(C)OC(=O)N1CCCC[C@H]1CN